5-(3-ethyl-2-methyl-3H-imidazo[4,5-b]pyridin-5-yl)-N-(cis-3-methoxycyclobutyl)pyrrolo[2,1-f][1,2,4]triazin-2-amine C(C)N1C(=NC=2C1=NC(=CC2)C=2C=CN1N=C(N=CC12)N[C@@H]1C[C@@H](C1)OC)C